C1(C#CCCCCC1)OC(NCCN(C(CI)=O)CC=1OC=CC1)=O cyclooct-2-yn-1-yl(2-(N-(furan-2-ylmethyl)-2-iodoacetamido)ethyl)carbamate